2-(4-((1H-imidazol-1-yl)methyl)-1H-1,2,3-triazol-1-yl)-1-phenylethan-1-one N1(C=NC=C1)CC=1N=NN(C1)CC(=O)C1=CC=CC=C1